N[C@H](CCOC)[C@@H]1[C@H](C1)C(=O)OCC ethyl (1S,2S)-2-((R)-1-amino-3-methoxypropyl)cyclopropane-1-carboxylate